NC1CCN(CC1)C=1N=C(C(=C2C1N(N=C2)C)C2=CC1=C(C(=NO1)C)C=C2F)C2=CC(=C(C#N)C=C2)F 4-(7-(4-Aminopiperidin-1-yl)-4-(5-fluoro-3-methylbenzo[d]isoxazol-6-yl)-1-methyl-1H-pyrazolo[3,4-c]pyridin-5-yl)-2-fluorobenzonitrile